CC1(CC=CC=C1)N(C1=C(C=CC=C1)N)C 1,N'-di-methyl-phenyl-phenylenediamine